I[C@@]1([C@@H](O[C@@H]([C@H]1O)CO)N1C=NC=2C(N)=NC=NC12)O 2'-iodoadenosine